(2R,3R)-3-((3-(3,5-difluorophenyl)isoxazol-5-yl)-methoxy)-2-(2,4-difluorophenyl)-1-(1H-1,2,4-triazol-1-yl)butan-2-ol FC=1C=C(C=C(C1)F)C1=NOC(=C1)CO[C@@H]([C@@](CN1N=CN=C1)(O)C1=C(C=C(C=C1)F)F)C